C(C1=CC=CC=C1)N(C(=S)SCC)N1C(C=2C(C1=O)=CC=CC2)=O benzyl-phthalimidodithiourethane